5-((6-(3,4-difluorophenyl)pyrazin-2-yl)oxy)-2-(1-(piperidin-4-yl)-1H-pyrazol-4-yl)benzonitrile FC=1C=C(C=CC1F)C1=CN=CC(=N1)OC=1C=CC(=C(C#N)C1)C=1C=NN(C1)C1CCNCC1